BrC1=CC(=C(C=C1F)N1C[C@@H](CC1)N(C)C)[N+](=O)[O-] (R)-1-(4-bromo-5-fluoro-2-nitrophenyl)-N,N-dimethylpyrrolidin-3-amine